1-(3-(3-aminopropyl)-5-chlorophenyl)-3-((2-(2,6-dioxopiperidin-3-yl)-1-oxoisoindolin-5-yl)methyl)urea NCCCC=1C=C(C=C(C1)Cl)NC(=O)NCC=1C=C2CN(C(C2=CC1)=O)C1C(NC(CC1)=O)=O